ClC=1C=CC(=C(C1)N1CC(N(CC1=O)C(C(=O)OC(C)(C)C)CC1=CC=C(C=C1)C)=O)N1N=NC(=C1)Cl tert-butyl 2-(4-(5-chloro-2-(4-chloro-1H-1,2,3-triazol-1-yl)phenyl)-2,5-dioxopiperazin-1-yl)-3-(p-tolyl)propanoate